N-(7-amino-1,1-difluoro-2-oxohept-3-yl)benzamide NCCCCC(C(C(F)F)=O)NC(C1=CC=CC=C1)=O